1-(1-(tert-Butoxycarbonyl)-3-methylazetidin-3-yl)-4-((1-methylpiperidin-4-yl)amino)-6-oxo-1,6-dihydropyridine-3-carboxylic acid lithium [Li].C(C)(C)(C)OC(=O)N1CC(C1)(C)N1C=C(C(=CC1=O)NC1CCN(CC1)C)C(=O)O